C(C)C1=NC2=C(N1CC#N)C=CC=C2 (2-Ethylbenzimidazol-1-yl)acetonitrile